FC(C1=CC=C(C=C1)P(C=1[C-](C=CC1)[C@H](C)P(C(C)(C)C)C(C)(C)C)C1=CC=C(C=C1)C(F)(F)F)(F)F.[CH-]1C=CC=C1.[Fe+2] (S)-1-[(R)-2-[bis[4-(trifluoromethyl)phenyl]phosphino]ferrocenyl]ethyl-di-tert-butylphosphine